ClC1=C2C(=NC(=C1)C=1C(=NC=CC1)OCC)C(=NN2C(C)C)CF 7-chloro-5-(2-ethoxypyridin-3-yl)-3-(fluoromethyl)-1-isopropyl-1H-pyrazolo[4,3-b]Pyridine